tert-butyl (3R,5R)-1-(2-(6-cyano-4-methylpyridazin-3-yloxy)-4-(4-fluorophenyl)cyclopentyl)-5-fluoropiperidin-3-ylcarbamate C(#N)C1=CC(=C(N=N1)OC1C(CC(C1)C1=CC=C(C=C1)F)N1C[C@@H](C[C@H](C1)F)NC(OC(C)(C)C)=O)C